C(#N)C1=CC=C(CNC(=O)C2=CC=3C(=C(N=NC3)OCC3(CC3)S(=O)(=N)C)N(C2=O)C)C=C1 N-(4-cyanobenzyl)-1-methyl-8-((1-(S-methylsulfonimidoyl)cyclopropyl)methoxy)-2-oxo-1,2-dihydropyrido[2,3-d]pyridazine-3-carboxamide